5-(1-(2,2-difluoroethyl)piperidin-4-yl)-3-isopropyl-2-(2-methylpyridin-4-yl)-1H-indole FC(CN1CCC(CC1)C=1C=C2C(=C(NC2=CC1)C1=CC(=NC=C1)C)C(C)C)F